3-(aminomethyl)octane-1,8-diamine NCC(CCN)CCCCCN